(R)-[4-chloro-2-(hydroxymethyl)phenyl]-[(6R)-2,2-dimethyl-4-(4-methylpyrrolo[2,3-d]pyrimidin-7-yl)-3a,4,6,6a-tetrahydrofuro[3,4-d][1,3]dioxol-6-yl]methanol ClC1=CC(=C(C=C1)[C@@H](O)[C@H]1OC(C2C1OC(O2)(C)C)N2C=CC1=C2N=CN=C1C)CO